(S)-N-(4-methyl-1-(oxazol-2-yl)pentan-2-yl)-2-(2,6-diazaspiro[3.4]octan-6-yl)-5,6,7,8-tetrahydroquinazolin-4-amine CC(C[C@@H](CC=1OC=CN1)NC1=NC(=NC=2CCCCC12)N1CC2(CNC2)CC1)C